1-(2-methyl-1H-benzo[d]imidazol-5-yl)ethanone CC1=NC2=C(N1)C=CC(=C2)C(C)=O